9-(1-(2-aminoethyl)piperidin-4-yl)-N2-tert-butyl-N8-(4-(trifluoromethyl)phenyl)-9H-purine-2,8-diamine NCCN1CCC(CC1)N1C2=NC(=NC=C2N=C1NC1=CC=C(C=C1)C(F)(F)F)NC(C)(C)C